N1C(C=CC=C1)(C1=NC=CC=C1)N 2-bipyridylamine